5-((R)-2-(5-fluoro-2-methylpyridin-3-yl)pyrrolidin-1-yl)-N-((1S,3S)-3-hydroxycyclopentyl)pyrazolo[1,5-a]pyrimidine-3-carboxamide FC=1C=C(C(=NC1)C)[C@@H]1N(CCC1)C1=NC=2N(C=C1)N=CC2C(=O)N[C@@H]2C[C@H](CC2)O